C(CC)O[C@H]1[C@@H](O[C@@H]([C@H]1O)CO)N1C(=O)NC(=O)C=C1 2'-O-propyl-uridine